CC1=NOC(=C1C=1C=C(OC2=C(C=C(C=C2)NC(=O)C2COCC2)C)C=C(C1)F)C N-(4-(3-(3,5-dimethylisoxazol-4-yl)-5-fluorophenoxy)-3-methylphenyl)tetrahydrofuran-3-carboxamide